C(#N)C1CN(CC1)C1=C2C=C(N=CC2=CC(=N1)C1=C(C(=CC(=C1Cl)OC)OC)Cl)N[C@H]1[C@H](COC1)NC(C=C)=O N-((3R,4S)-4-((5-(3-cyanopyrrolidin-1-yl)-7-(2,6-dichloro-3,5-dimethoxyphenyl)-2,6-naphthyridin-3-yl)amino)tetrahydrofuran-3-yl)acrylamide